(S)-3-ethyl-1-(5-(2-hydroxy-4-(trifluoromethyl)phenyl)pyrido[2,3-d]pyridazin-8-yl)-pyrrolidin-3-ol C(C)[C@]1(CN(CC1)C=1N=NC(=C2C1N=CC=C2)C2=C(C=C(C=C2)C(F)(F)F)O)O